4-(4-amino-2-methylphenyl)-1-methylpiperidin-4-ol NC1=CC(=C(C=C1)C1(CCN(CC1)C)O)C